6-methyl-N-(methyl-d3)-5-(piperazin-1-yl)pyridinamide hydrochloride Cl.CC1=C(C=CC(=N1)C(=O)NC([2H])([2H])[2H])N1CCNCC1